COCC=1C=C(C=CC1)N1C(=C2C(N(N=CC2=C1C)C1=CC=CC=C1)=O)C 6-(3-(Methoxymethyl)phenyl)-5,7-dimethyl-2-phenyl-2,6-dihydro-1H-pyrrolo[3,4-d]pyridazin-1-one